CC=1C=C(C=CC1)P(C1=CC(=CC=C1)C)(C1=CC(=CC=C1)C)=O tris(3-methylphenyl)phosphine oxide